C(C)(CC)C=1N=C2N(C(C1CC)=O)C1=C(N2)C=C(C(=C1)F)F 2-(sec-butyl)-3-ethyl-7,8-difluorobenzo[4,5]imidazo[1,2-a]pyrimidin-4(10H)-one